OC=1C=C(C=CC1)C1(CCCCC1)C1=CC(=CC=C1)O bis(3-hydroxyphenyl)cyclohexane